Cl.NC1C(NCC1O)=O 3-amino-4-hydroxypyrrolidin-2-one hydrochloride